Dimethylamine hydrochloride salt Cl.CNC